(R)-3-chloro-5-(((1-hydroxyeicosan-2-yl)oxy)methyl)benzonitrile ClC=1C=C(C#N)C=C(C1)CO[C@@H](CO)CCCCCCCCCCCCCCCCCC